dimethyl-thiophene CC1=C(SC=C1)C